2-[2-(oxan-2-yloxy)ethoxy]-6-(trimethylstannyl)pyridine O1C(CCCC1)OCCOC1=NC(=CC=C1)[Sn](C)(C)C